C(N)(O[C@H](C(NCCC1=CC=C(C=C1)C1=CC=C(C=C1)C(F)(F)F)=O)CCC)=O (S)-(1-oxo-1-((2-(4'-(trifluoromethyl)-[1,1'-biphenyl]-4-yl) ethyl) amino) pent-2-yl) carbamate